1-(tert-butyl)-3-(2-chlorophenyl)-5-methyl-pyrazol-4-ol C(C)(C)(C)N1N=C(C(=C1C)O)C1=C(C=CC=C1)Cl